(3-chloro-2,4-dimethyl-5,7-dihydropyrrolo[3,4-b]pyridin-6-yl)-[(3R)-1-(2-methoxy-4-pyridyl)pyrrolidin-3-yl]methanone ClC=1C(=C2C(=NC1C)CN(C2)C(=O)[C@H]2CN(CC2)C2=CC(=NC=C2)OC)C